C=C\C=C\CCCCCC(CC)SCCNC(CCNC([C@@H](C(COP(OP(OC[C@@H]1[C@H]([C@H]([C@@H](O1)N1C=NC=2C(N)=NC=NC12)O)OP(=O)(O)O)(=O)O)(=O)O)(C)C)O)=O)=O E-10-dodecadienyl-CoA